2-hexenoic acid-3-hexenyl ester C(CC=CCC)OC(C=CCCC)=O